1,4-dithiane S1CCSCC1